4-((3-chloro-4-fluorophenyl)amino)-6-ethylamino-1H-indole-2-carboxylic acid ClC=1C=C(C=CC1F)NC1=C2C=C(NC2=CC(=C1)NCC)C(=O)O